2,5,8,11,14-pentaoxahexadecan-16-yl 2-(2-chloro-1,3-thiazol-4-yl)-2,2-difluoroacetate ClC=1SC=C(N1)C(C(=O)OCCOCCOCCOCCOCCOC)(F)F